N-[2-(p-toluenesulfonyloxy)phenyl]-N'-[2-(p-ethylbenzenesulfonyloxy)phenyl]urea CC1=CC=C(C=C1)S(=O)(=O)OC1=C(C=CC=C1)NC(=O)NC1=C(C=CC=C1)OS(=O)(=O)C1=CC=C(C=C1)CC